NC1=NC=C(C2=C1C(=NN2C(C)C)C2=CC(=C(C=C2F)NS(=O)(=O)C2=CC(=CC=C2)OC)F)C2CCC(CC2)NCCOC N-(4-(4-amino-1-isopropyl-7-((1r,4r)-4-((2-methoxyethyl)amino)cyclohexyl)-1H-pyrazolo[4,3-c]pyridin-3-yl)-2,5-difluorophenyl)-3-methoxybenzenesulfonamide